TERT-BUTYL 1-OXA-5-AZASPIRO[2.5]OCTANE-5-CARBOXYLATE O1CC12CN(CCC2)C(=O)OC(C)(C)C